[3-(1-[5-(difluoromethyl)(1,3,4-thiadiazol-2-yl)]-6-{[(cyanocyclopropyl)amino]sulfonyl}(1H-indazol-4-yl))phenyl]-N,N-dimethylcarboxamide FC(C1=NN=C(S1)N1N=CC2=C(C=C(C=C12)S(=O)(=O)NC1(CC1)C#N)C=1C=C(C=CC1)C(=O)N(C)C)F